FC(CN1C[C@@H]2[C@H](C1)CC(C2)CCOC=2C=C1C(=CNC1=CC2)NC(=O)C2=CN=CS2)(F)F N-(5-(2-((3aR,5r,6aS)-2-(2,2,2-trifluoroethyl)octa-hydrocyclopenta[c]pyrrol-5-yl)ethoxy)-1H-indol-3-yl)thiazole-5-carboxamide